C(#N)C=1C=NN2C1C(=CC(=C2)C=2C=NN(C2)C2CCN(CC2)C(=O)C2CC(C2)NC(C=C)=O)OC N-((1s,3s)-3-(4-(4-(3-cyano-4-methoxypyrazolo[1,5-a]pyridin-6-yl)-1H-pyrazol-1-yl)piperidine-1-carbonyl)cyclobutyl)acryl-amide